CNC=1C=C(C=CC1[N+](=O)[O-])N1CCC(CC1)C(=O)OC(C)(C)C tert-butyl 1-[3-(methylamino)-4-nitro-phenyl]piperidine-4-carboxylate